acryloxytridecyltrichlorosilane C(C=C)(=O)OCCCCCCCCCCCCC[Si](Cl)(Cl)Cl